BrC1=NC(=NC=C1N1CC2(CC1)CCN(CC2)C(=O)OC(C)(C)C)C(F)(F)F tert-butyl 2-(4-bromo-2-(trifluoromethyl)pyrimidin-5-yl)-2,8-diazaspiro[4.5]decane-8-carboxylate